C(C)N(CC(=O)O)C1=CC=C(C=C1)C1=NN2C(SC1)=NN=C2C2=C(C=CC=C2)OCC.OC2=C(C=C(C=1C(C3=CC=CC=C3C(C21)=O)=O)O)O 1,2,4-trihydroxyanthraquinone ethyl-(4-(3-(2-ethoxyphenyl)-7H-[1,2,4]triazolo[3,4-b][1,3,4]thiadiazin-6-yl)phenyl)glycinate